(2R,6S)-1-(tert-butoxycarbonyl)-2,6-dimethylpiperidin-4-carboxylic acid C(C)(C)(C)OC(=O)N1[C@@H](CC(C[C@@H]1C)C(=O)O)C